ClC1=CC(=C(C=C1)S(=O)(=O)N[C@@H]([C@H](C)C1=C(C(=CC=C1F)C)C)C=1OC(NN1)=O)OC 4-chloro-N-((1S,2R)-2-(6-fluoro-2,3-dimethylphenyl)-1-(5-oxo-4,5-dihydro-1,3,4-oxadiazol-2-yl)propyl)-2-methoxybenzenesulfonamide